COC(=O)C1=NC=CC(=C1)C(=O)OC pyridine-2,4-dicarboxylic acid dimethyl ester